NCCOC1=NC=C(C=C1C(=O)O)Br 2-(2-aminoethoxy)-5-bromopyridine-3-carboxylic acid